C1(CCC1)N1N=CC(=C1)NC(=O)C=1N=C(SC1)C=1C=NNC1 N-(1-Cyclobutyl-1H-pyrazol-4-yl)-2-(1H-pyrazol-4-yl)thiazole-4-carboxamide